4-oxo-9-thioxo-5-oxa-3,8,10-triazatridec-12-en-1-yl methacrylate C(C(=C)C)(=O)OCCNC(OCCNC(NCC=C)=S)=O